(S)-4-bromo-2-nitro-5-((tetrahydrofuran-3-yl)oxy)benzoic acid-4-d tert-Butyl-N-[(1R)-1-[3,6-dimethyl-4-oxo-2-(2-pyridyl)chromen-8-yl]ethyl]carbamate C(C)(C)(C)OC(N[C@H](C)C=1C=C(C=C2C(C(=C(OC12)C1=NC=CC=C1)C)=O)C)=O.Br[C@]1(CC(=C(C(=O)O)C=C1OC1COCC1)[N+](=O)[O-])[2H]